1,3-diethyl-N-[(1r,3s)-3-{[6-fluoro-2-(trifluoromethyl)quinolin-4-yl]amino}cyclohexyl]-1H-pyrazole-5-carboxamide C(C)N1N=C(C=C1C(=O)N[C@H]1C[C@H](CCC1)NC1=CC(=NC2=CC=C(C=C12)F)C(F)(F)F)CC